1-(2,6-dioxopiperidin-3-yl)-5-fluoro-2-oxospiro[indoline-3,4'-piperidine]-1'-carboxylate O=C1NC(CCC1N1C(C2(CCN(CC2)C(=O)[O-])C2=CC(=CC=C12)F)=O)=O